N-(2-chloro-3-(3'-chloro-5-formyl-6-methoxy-[2,4'-bipyridin]-2'-yl)phenyl)-6-(3-fluoropropyl)-4,5,6,7-tetrahydropyrazolo[1,5-c]pyrimidine-2-carboxamide ClC1=C(C=CC=C1C1=NC=CC(=C1Cl)C1=NC(=C(C=C1)C=O)OC)NC(=O)C1=NN2CN(CCC2=C1)CCCF